bis(4-butylbenzoate) aluminum [Al+2].C(CCC)C1=CC=C(C(=O)[O-])C=C1.C(CCC)C1=CC=C(C(=O)[O-])C=C1